CC1OCC1N1[C@H]2[C@@](CCC1)(CCC2)COC=2N=C(C1=C(N2)C(=C(N=C1)C1=CC=CC2=CC=C(C(=C12)C#C)F)F)N1CCOCCC1 4-(2-{[(4aS,7aR)-1-(2-methyl-oxetan-3-yl)-octahydro-1H-cyclopenta[b]pyridin-4a-yl]methoxy}-8-fluoro-4-(1,4-oxazepan-4-yl)pyrido[4,3-d]pyrimidin-7-yl)-5-ethyn-yl-6-fluoro-naphthalen